methyl-α-bromoacrylate COC(C(=C)Br)=O